FC(CCC(C(=O)OCC)C(=O)OCC)(F)F diethyl 2-(3,3,3-trifluoropropyl)malonate